methyl 2-bromo-6-(2-chloro-4-methylphenyl)-1H-benzo[d]imidazole-4-carboxylate BrC1=NC2=C(N1)C=C(C=C2C(=O)OC)C2=C(C=C(C=C2)C)Cl